6,8-difluoro-1,2,3,4-tetrahydroquinoline FC=1C=C2CCCNC2=C(C1)F